4-cyclopropyl-2-(3-(3-((4-methyl-4H-1,2,4-triazol-3-yl)-methyl)oxetan-3-yl)phenyl)-6-vinylisoindolin-1-one C1(CC1)C1=C2CN(C(C2=CC(=C1)C=C)=O)C1=CC(=CC=C1)C1(COC1)CC1=NN=CN1C